CSC=1SC2=C(N1)C=CC(=C2)O 2-(methylthio)benzo[d]thiazol-6-ol